(S)-6-chloro-1-(6-(3-methoxy-tetrahydrofuran-3-yl)-4-methylpyridin-2-yl)-1H-pyrrolo[3,2-c]pyridine ClC1=CC2=C(C=N1)C=CN2C2=NC(=CC(=C2)C)[C@@]2(COCC2)OC